FC(C(=O)N1CC2=C(CCC1)N=C(NC2=O)C2(CC2)C2=CC=CC=C2)(C2=CC(=CC=C2)C(F)(F)F)F 6-(2,2-difluoro-2-(3-(trifluoromethyl)phenyl)acetyl)-2-(1-phenylcyclopropyl)-3,5,6,7,8,9-hexahydro-4H-pyrimido[5,4-c]azepin-4-one